N-(5-(6-morpholino-4-(phenylsulfonyl)pyridin-2-yl)pyrimidin-2-yl)acetamide O1CCN(CC1)C1=CC(=CC(=N1)C=1C=NC(=NC1)NC(C)=O)S(=O)(=O)C1=CC=CC=C1